9,10-bis(4-nonylphenoxy)anthracene C(CCCCCCCC)C1=CC=C(OC=2C3=CC=CC=C3C(=C3C=CC=CC23)OC2=CC=C(C=C2)CCCCCCCCC)C=C1